BrC=1C=2N(C(=C(C1)OCC(C)(C)O)C)N=CC2C#N 4-bromo-6-(2-hydroxy-2-methylpropoxy)-7-methylpyrazolo[1,5-a]pyridine-3-carbonitrile